CN1C=CC=2C(=CC=CC12)B1OC(C)(C)C(C)(C)O1 1-methyl-1H-indole-4-boronic acid pinacol ester